4-(2-((tetrahydro-2H-pyran-2-yl)oxy)-4-(trifluoromethyl)phenyl)phthalazin-1(2H)-one O1C(CCCC1)OC1=C(C=CC(=C1)C(F)(F)F)C1=NNC(C2=CC=CC=C12)=O